(+-)-3,5,5-TRIMETHYLHEXANAL C[C@@H](CC=O)CC(C)(C)C |r|